4-Bromo-5-(3,4-difluorophenyl)-1-(2-fluorophenyl)-1H-pyrazol BrC=1C=NN(C1C1=CC(=C(C=C1)F)F)C1=C(C=CC=C1)F